8-Oxa-2-aza-spiro[4.5]decane-2-carboxylic acid (7-iodo-4-methoxy-thiazolo[4,5-c]pyridin-2-yl)-amide IC=1C2=C(C(=NC1)OC)N=C(S2)NC(=O)N2CC1(CC2)CCOCC1